N-[(2S,3R)-4,4-difluoro-2-[(2-fluoro[1,1'-biphenyl]-3-yl)methyl]-1-(2-hydroxy-2-methylpropanoyl)pyrrolidin-3-yl]ethane-sulfonamide FC1([C@@H]([C@@H](N(C1)C(C(C)(C)O)=O)CC=1C(=C(C=CC1)C1=CC=CC=C1)F)NS(=O)(=O)CC)F